2-methyl-2-((tetrahydro-2H-pyran-2-yl)oxy)propan-1-ol CC(CO)(C)OC1OCCCC1